(3S*,3aS*,6R*,7S*,7aS*)-N-benzyl-1-isobutyl-5-oxo-7-phenyloctahydro-3aH-3,6-methanopyrrolo[3,2-b]pyridine-3a-carboxamide C(C1=CC=CC=C1)NC(=O)[C@@]12NC([C@H]3[C@H]([C@@H]1N(C[C@@H]2C3)CC(C)C)C3=CC=CC=C3)=O |o1:10,13,14,15,18|